OC1=C(C=C(C=C1S(=O)(=O)O)O)COCC=1C(=C(C(=O)O)C=C(C1)O)O 3-((2,5-dihydroxy-3-sulfophenyl)methoxymethyl)-2,5-dihydroxybenzoic acid